(3R)-3-[(5-bromo-1-trityl-1H-indazol-3-yl)carbamoyl]piperidine-1-carboxylic acid tert-butyl ester C(C)(C)(C)OC(=O)N1C[C@@H](CCC1)C(NC1=NN(C2=CC=C(C=C12)Br)C(C1=CC=CC=C1)(C1=CC=CC=C1)C1=CC=CC=C1)=O